CC(C)N1C(CCC1)=O N-(2-propyl)pyrrolidone